Cl.NCC=1C=C(CN2C(C3=CC=CC=C3C2=O)=O)C=CC1 2-(3-(aminomethyl)benzyl)isoindoline-1,3-dione hydrochloride